N2-[2-cyclopropoxy-4-(1-methyl-piperidin-4-yl)-5-methyl-phenyl]-N4-[1-methyl-3-(isopropylsulfonyl)-1H-pyrazol-4-yl]-5-(trifluoromethyl)pyrimidin-2,4-diamine C1(CC1)OC1=C(C=C(C(=C1)C1CCN(CC1)C)C)NC1=NC=C(C(=N1)NC=1C(=NN(C1)C)S(=O)(=O)C(C)C)C(F)(F)F